α,α,4-trifluoro-3-(trifluoromethyl)-benzenepropanoic acid FC(C(=O)O)(CC1=CC(=C(C=C1)F)C(F)(F)F)F